ethyl-2,4-dimethyl-5-(ethoxycarbonyl)-3-pyrrole-propionate C(C)OC(CCC1=C(NC(=C1C)C(=O)OCC)C)=O